C(C)(C)(C)OC(N(C)C=1C=CC2=C(N=C(O2)C2=CN=C(C3=CN=C(C=C23)N)NC)C1)=O.O1C(CCCC1)N1N=CC(=C1)C1=CC=C(N)C=C1 4-(1-(tetrahydro-2H-pyran-2-yl)-1H-pyrazol-4-yl)aniline tert-butyl-N-[2-[6-amino-1-(methylamino)-2,7-naphthyridin-4-yl]-1,3-benzoxazol-5-yl]-N-methyl-carbamate